C(C)(C)(C)C1=CC=C(C=C1)N1C(N(C(C1=O)(C)C)CC1=CC(=NC=C1)NC1COC1)=O 3-(4-(tert-butyl)phenyl)-5,5-dimethyl-1-((2-(oxetan-3-ylamino)pyridin-4-yl)methyl)imidazolidine-2,4-dione